3-(4-Bromo-2-methyl-phenyl)sulfonyl-7-fluoro-1,4-dimethyl-indole BrC1=CC(=C(C=C1)S(=O)(=O)C1=CN(C2=C(C=CC(=C12)C)F)C)C